1-DECANAL C(CCCCCCCCC)=O